(3-(5-fluoropyrimidin-2-yl)-6-methylpyridin-2-yl)((1S,4S,6R)-6-((5-(trifluoromethyl)pyridin-2-yl)amino)-2-azabicyclo[2.2.1]hept-2-yl)methanone aluminum tris(diethyl-malonate) C(C)C(C(=O)[O-])(C(=O)[O-])CC.C(C)C(C(=O)[O-])(C(=O)[O-])CC.C(C)C(C(=O)[O-])(C(=O)[O-])CC.[Al+3].FC=1C=NC(=NC1)C=1C(=NC(=CC1)C)C(=O)N1[C@@H]2[C@@H](C[C@H](C1)C2)NC2=NC=C(C=C2)C(F)(F)F.[Al+3]